tetrahydrofuran-2,4-diyl di-benzoate C(C1=CC=CC=C1)(=O)OC1OCC(C1)OC(C1=CC=CC=C1)=O